NC[C@]1(CN(CCC1)C1=C(C=CC(=C1C(F)(F)F)OC1=C(C=CC=C1)F)NC(=O)C1=NN(C=C1)C1=CN=NC=C1)F N-{2-[(3R)-3-(aminomethyl)-3-fluoropiperidin-1-yl]-4-(2-fluorophenoxy)-3-(trifluoromethyl)phenyl}-1-(pyridazin-4-yl)-1H-pyrazole-3-carboxamide